IC=1N=CN(C1)C(C1=CC=CC=C1)(C1=CC=CC=C1)C1=CC=CC=C1 4-iodo-1-(triphenylmethyl)-1H-imidazole